methyl 3-fluoro-4-(4-fluoro-4-(hydroxymethyl)piperidin-1-yl)benzoate FC=1C=C(C(=O)OC)C=CC1N1CCC(CC1)(CO)F